5-(2-fluoro-6-methoxyphenyl)-1H-pyrazolo[3,4-c]pyridine-1-carboxylic acid tert-butyl ester C(C)(C)(C)OC(=O)N1N=CC=2C1=CN=C(C2)C2=C(C=CC=C2OC)F